NC=C(C#N)C1=C(N(C2=C(C(=CC=C12)Cl)Cl)C)C(=O)OCC ethyl 3-(2-Amino-1-cyanoethenyl)-6,7-dichloro-1-methylindole-2-carboxylate